6-cyano-1-methyl-1H-indol C(#N)C1=CC=C2C=CN(C2=C1)C